ethyl 2-oxo-2-((2-oxopropyl)((5-phenylpyrimidin-2-yl)methyl)amino)acetate O=C(C(=O)OCC)N(CC1=NC=C(C=N1)C1=CC=CC=C1)CC(C)=O